OC=1C=C(C2=CC=CC=C2C1)[C@@H]1[C@H](CC=2C(=NC(=NC2C1)OC[C@H]1N(CCC1)C)N1[C@H](CN(C[C@@H]1C)C(C=C)=O)C)C 1-[(3S,5S)-4-[(6S,7S)-7-(3-hydroxy-1-naphthyl)-6-methyl-2-[[(2S)-1-methylpyrrolidin-2-yl]methoxy]-5,6,7,8-tetrahydroquinazolin-4-yl]-3,5-dimethyl-piperazin-1-yl]prop-2-en-1-one